N1=C(C=CC=C1)C(=O)NC=1C(=C(C(=O)O)C=CC1)CC pyridine-2-carboxamido(ethyl)benzoic acid